β-carboxyethyl-acrylate C(=O)(O)CCOC(C=C)=O